(3S,4R,5R,6R)-4,5-bis(benzyloxy)-6-((benzyloxy)methyl)tetrahydro-2H-pyran C(C1=CC=CC=C1)O[C@@H]1CCO[C@@H]([C@@H]1OCC1=CC=CC=C1)COCC1=CC=CC=C1